COC1=C(C=CC(=C1)OC)C1OC(=C(C1=O)O)N 2-(2,4-dimethoxyphenyl)-5-amino-4-hydroxy-3(2H)-furanone